O1[C@@H](COCC1)COC=1N2CCC3=C(C2=C(C(C1)=O)C)C=CC(=C3)C3=NC=CC=C3 4-[[(2S)-1,4-dioxan-2-yl]methoxy]-1-methyl-9-(2-pyridyl)-6,7-dihydrobenzo[a]quinolizin-2-one